N-hydroxy-thiosuccinimide sodium salt [Na].ON1C(CCC1=O)=S